[Br-].C(CCCCCCCCCCCCCCCCCCCCC)[N+](C)(C)C behenyl-trimethylammonium bromide